N1CC(C1)C=1C=C(C=2N(C1)C(=NC2F)C)C2=C(C(=O)N(C(C)C)CC)C=C(C=C2)F 2-[6-(azetidin-3-yl)-1-fluoro-3-methylimidazo[1,5-a]pyridin-8-yl]-N-ethyl-5-fluoro-N-(isopropyl)benzamide